N-[4-(9H-carbazol-9-yl)phenyl]-N-phenylaniline C1=CC=CC=2C3=CC=CC=C3N(C12)C1=CC=C(C=C1)N(C1=CC=CC=C1)C1=CC=CC=C1